C(=O)(O)C1=CC=CC(=N1)C(N1CCOCCOCCN(CCOCCOCC1)CC1=CC=CC(=N1)C(=O)O)C1=CC=C(C=C1)C(NCCC1=CC=C(C=C1)N=C=S)=O 6-((16-((6-carboxypyridin-2-yl)(4-((4-isothiocyanatophenethyl)carbamoyl)phenyl)methyl)-1,4,10,13-tetraoxa-7,16-diazacyclooctadecan-7-yl)methyl)picolinic acid